O1CC(CC1)OC1=CC=C(C=C1)CC(=O)OCC ethyl 2-(4-((tetrahydrofuran-3-yl)oxy)phenyl)acetate